N[C@H]1CN(CC[C@@H]1O)C1=NC2=C(N1CC1=NC=C(C#N)C=C1)C=CC=C2 6-((2-((3S,4S)-3-Amino-4-hydroxypiperidin-1-yl)-1H-benzo[d]imidazol-1-yl)methyl)nicotinonitril